6-Chloro-3-[1-hydroxyl-(3-methyl-isoxazol-5-yl)-methylidene]-5-[4-(3-piperazin-1-yl-propoxy)-phenyl]-1,3-dihydro-indol-2-one, hydrochloride Cl.ClC1=C(C=C2C(C(NC2=C1)=O)=C(O)C1=CC(=NO1)C)C1=CC=C(C=C1)OCCCN1CCNCC1